methyl 5-{5-fluoro-3-[(5-fluoropyridin-3-yl)methoxy]pyridin-2-yl}-1-methyl-1H-pyrrole-3-carboxylate FC=1C=C(C(=NC1)C1=CC(=CN1C)C(=O)OC)OCC=1C=NC=C(C1)F